tert-butyl (R)-(2-(3-((6-(2-hydroxy-4-(trifluoromethyl)phenyl)-5-methylpyridazin-3-yl)amino)piperidin-1-yl)-2-oxoethyl)carbamate OC1=C(C=CC(=C1)C(F)(F)F)C1=C(C=C(N=N1)N[C@H]1CN(CCC1)C(CNC(OC(C)(C)C)=O)=O)C